Vinylbenzol C(=C)C1=CC=CC=C1